BrC1=CC(=C2C(=NC=NC2=C1)NC=1C(=C2C=CC=NC2=CC1)F)O[C@@H](COC(C1=CC=CC=C1)(C1=CC=CC=C1)C1=CC=C(C=C1)OC)C (R)-7-bromo-N-(5-fluoroquinolin-6-yl)-5-((1-((4-methoxyphenyl)diphenylmethoxy)propan-2-yl)oxy)quinazolin-4-amine